BrC=1C=C2C(C(N(C2=CC1)CC1=NN(C=C1)C)=O)=O 5-bromo-1-((1-methyl-1H-pyrazol-3-yl)methyl)indoline-2,3-dione